dopamine sodium salt [Na].NCCC1=CC(O)=C(O)C=C1